phenyl-(4-phenylbut-3-yn-2-yl)aminothioformyl fluoride C1(=CC=CC=C1)N(C(C)C#CC1=CC=CC=C1)C(=S)F